NC1=NC=2C=CC(=CC2C2=C1COC2)C(=O)N(C)[C@@H]2COC=1C2=NC=C(C1)Br 4-amino-N-((3S)-6-bromo-2,3-dihydrofuro[3,2-b]pyridin-3-yl)-N-methyl-1,3-dihydrofuro[3,4-c]quinoline-8-carboxamide